ClC1=C(C=CC=C1Cl)N1CCN(CC1)CC[C@@H]1C[C@H](C1)NC(=O)C=1C=2C=CC=NC2C=CC1 N-(trans-3-(2-(4-(2,3-dichlorophenyl)piperazin-1-yl)ethyl)cyclobutyl)quinoline-5-carboxamide